dicyclohexyl-(2',4',6'-triisopropyl-1,1'-biphenyl-2-yl)phosphine C1(CCCCC1)P(C1=C(C=CC=C1)C1=C(C=C(C=C1C(C)C)C(C)C)C(C)C)C1CCCCC1